SCC1SCCSC1 2-mercaptomethyl-1,4-dithiacyclohexane